N-(2-((difluoromethyl)sulfonamido)ethyl)-2-(6-(6-((cis)-2,6-dimethylmorpholino)pyridin-2-yl)isoquinolin-3-yl)acetamide FC(S(=O)(=O)NCCNC(CC=1N=CC2=CC=C(C=C2C1)C1=NC(=CC=C1)N1C[C@@H](O[C@@H](C1)C)C)=O)F